N1(CCNCC1)CCCO 3-Piperazinylpropanol